4-(1-((3-chloro-5-methoxy-7-methyl-1H-indol-4-yl)methyl)-4-(3-(trifluoromethyl)azetidin-1-yl)piperidin-2-yl)benzoic acid ClC1=CNC2=C(C=C(C(=C12)CN1C(CC(CC1)N1CC(C1)C(F)(F)F)C1=CC=C(C(=O)O)C=C1)OC)C